1-methyl-5-nitro-pyrrolo[2,3-b]pyridine-3-carbonitrile CN1C=C(C=2C1=NC=C(C2)[N+](=O)[O-])C#N